C(C)NC(C(C(C(C(CO)O)O)O)O)(O)O 1-(ethylamino)hexane-1,1,2,3,4,5,6-heptol